(4,5,6,7,8,9-Hexahydropyrazolo[1,5-a][1,4]diazocine-2-yl)(morpholin) N1=C(C=C2N1CCCCNC2)N2CCOCC2